N[C@@H](CCC(=O)O)C(=O)O.C1(=CC=CC=C1)CCSCCN 2-β-phenylethylthioethylamine glutamate